ClC1=NC(=NC=C1)NC1=NC=NC2=CC(=CC=C12)F N-(4-chloropyrimidin-2-yl)-7-fluoroquinazolin-4-amine